(3-chlorophenyl)-1-isopropyl-1H-imidazole-4-carboxamide ClC=1C=C(C=CC1)C=1N(C=C(N1)C(=O)N)C(C)C